ClC=1C(=C(C=CC1F)[C@H](NC(=O)[C@H]1NC(NC1)=O)C1(CN(C1)[C@@H](C(F)(F)F)C)C)F |&1:8,22| (S)-N-((R and S)-(3-chloro-2,4-difluorophenyl)(3-methyl-1-((R and S)-1,1,1-trifluoropropan-2-yl)azetidin-3-yl)methyl)-2-oxoimidazolidine-4-carboxamide